C(C)(C)(C)OC(=O)N1[C@H](CN(CC1)C=1C=2N(C=C(C1)S(NC1(CC1)C)(=O)=O)C(=NC2)C=2SC(=NN2)C(F)F)CC.N2=CC=C(C=C2)CCC2=CC=NC=C2 1,2-Bis(4-pyridyl)ethane (S)-tert-butyl-4-(3-(5-(difluoromethyl)-1,3,4-thiadiazol-2-yl)-6-(N-(1-methylcyclopropyl)sulfamoyl)imidazo[1,5-a]pyridin-8-yl)-2-ethylpiperazine-1-carboxylate